O1CCC2=C1C=CC=C2CN2CC=1N=C(N=C(C1C2)N2C[C@@H](NCC2)CC#N)OC[C@H]2N(CCC2)C 2-((S)-4-(6-((2,3-dihydrobenzofuran-4-yl)methyl)-2-(((S)-1-methylpyrrolidin-2-yl)methoxy)-6,7-dihydro-5H-pyrrolo[3,4-d]pyrimidin-4-yl)piperazin-2-yl)acetonitrile